1-(3-methylsulfonylphenyl)pyrazol-3-amine CS(=O)(=O)C=1C=C(C=CC1)N1N=C(C=C1)N